(S)-4-(5-Chloro-6-(hydroxymethyl)pyridin-2-yl)-5-fluoro-N-(2-methoxy-3,5-dimethylpyridin-4-yl)-2-((1,1,1-trifluoropropan-2-yl)oxy)benzamide ClC=1C=CC(=NC1CO)C1=CC(=C(C(=O)NC2=C(C(=NC=C2C)OC)C)C=C1F)O[C@H](C(F)(F)F)C